8-chloro-7-[(2-methyl-3H-benzimidazol-5-yl)oxy]-2-[1-(4-piperidinyl)pyrazol-4-yl]quinoxaline ClC=1C(=CC=C2N=CC(=NC12)C=1C=NN(C1)C1CCNCC1)OC1=CC2=C(N=C(N2)C)C=C1